N-(methylthiomethyl)benzamide CSCNC(C1=CC=CC=C1)=O